Lithium bis(propan-2-yl)azanide CC(C)[N-]C(C)C.[Li+]